COC1(C(C=C(C=C1)CC=C)OC)O 1,2-dimethoxy-4-(2-propenyl)phenol